FC(C1=NN=C(O1)C1=CC=2N(C=C1)C=C(N2)CN(C(=O)N2CCN(CC2)C(C)C)C2=CC(=CC=C2)F)F N-((7-(5-(difluoromethyl)-1,3,4-oxadiazol-2-yl)imidazo[1,2-a]pyridin-2-yl)methyl)-N-(3-fluorophenyl)-4-isopropylpiperazine-1-carboxamide